2,4-heptadiene CC=CC=CCC